O=C1N(CC(N1)C1=CC=CC=C1)C(=O)OC(C)(C)C 1,1-dimethylethyl 2-oxo-4-phenyl-imidazolidineformate